N-((S)-4-methyl-1-oxo-1-(((S)-3-oxo-1-((S)-2-oxopyrrolidin-3-yl)-4-(trifluoromethoxy)butan-2-yl)amino)pentan-2-yl)indoline-2-carboxamide CC(C[C@@H](C(N[C@@H](C[C@H]1C(NCC1)=O)C(COC(F)(F)F)=O)=O)NC(=O)C1NC2=CC=CC=C2C1)C